N-(21-chloro-3,6,9,12,15-pentaoxahenicos-1-yl)-L-cysteinamide ClCCCCCCOCCOCCOCCOCCOCCNC([C@@H](N)CS)=O